Cl.NCC(=O)C1=CC=CC=C1 2-amino-1-phenylethan-1-one hydrogen chloride salt